2-[2-[2-[2-[2-[2-[2-[tert-butoxycarbonyl(methyl)amino]ethoxy]ethoxy]ethoxy]ethoxy]-ethoxy]ethoxy]ethyl 4-methylbenzenesulfonate CC1=CC=C(C=C1)S(=O)(=O)OCCOCCOCCOCCOCCOCCOCCN(C)C(=O)OC(C)(C)C